N1(CCCCC1)C=1C=C2CN(C(C2=CC1)=O)C1=CC2=C(NC(=N2)C=2SC=CC2)C=C1 5-(piperidin-1-yl)-2-(2-(2-thienyl)-1H-benzimidazol-5-yl)isoindolin-1-one